O(C1=CC=CC=C1)C1=CC=C(C=C1)C(CC(=O)O)CC(=O)O 3-(4-phenoxy-phenyl)-glutaric acid